N=1N(N=C2C1C=CC=C2)C2=C(C(=CC(=C2)C(C)(C2=CC=CC=C2)C)C(C)(C)C2=CC=CC=C2)O 2-(2H-benzotriazole-2-yl)-4,6-bis(1-methyl-1-phenylethyl)phenol